4-(3-chloro-2-methylphenyl)-2,4,7-trimethyloct-6-enal ClC=1C(=C(C=CC1)C(CC(C=O)C)(CC=C(C)C)C)C